FCC1(COC1)N 3-fluoromethyloxetane-3-amine